7-(4-Fluorophenyl)-2-oxo-1,4-dihydro-2H-spiro[pyrido[2,3-b]pyrazine-3,3'-pyrrolidine] FC1=CC=C(C=C1)C1=CC2=C(NC3(CNCC3)C(N2)=O)N=C1